(R)-N-(2-cyclopropyl-3-(2,4-difluorophenyl)propyl)-6-oxo-1,6-dihydropyrazine-2-carboxamide C1(CC1)[C@H](CNC(=O)C=1NC(C=NC1)=O)CC1=C(C=C(C=C1)F)F